N1C(=NC2=C1C=CC=C2)NC(CC(=O)N(C)OC)C2=CC(=CC=C2)C(F)(F)F 3-[(1H-1,3-benzodiazol-2-yl)amino]-N-methoxy-N-methyl-3-[3-(trifluoromethyl)phenyl]propanamide